methyltriphenyl-phosphonium bromide [Br-].C[P+](C1=CC=CC=C1)(C1=CC=CC=C1)C1=CC=CC=C1